FC1(CC(C1)C=1N=CN(C1)C=1C=C(C=C(C1)C(F)(F)F)NC(C1=CC(=C(C=C1)C)NC1=NC=CC(=N1)C=1C=NC=CC1)=O)F N-[3-[4-(3,3-difluorocyclobutyl)imidazol-1-yl]-5-(trifluoromethyl)phenyl]-4-methyl-3-[(4-pyridin-3-ylpyrimidin-2-yl)amino]benzamide